1H-benzimidazol-3-ium triflate [O-]S(=O)(=O)C(F)(F)F.N1C=[NH+]C2=C1C=CC=C2